2-oxo-6-(trifluoromethyl)-1H-pyridine-3-carboxamide O=C1NC(=CC=C1C(=O)N)C(F)(F)F